C(C)(C)(C)OC(=O)N1CC(C1)N1CCC2(CC(C2)N2N=C(C=3C2=NC=NC3N)C3=CC=C(C=C3)OC3=CC=CC=C3)CC1 3-(2-(4-amino-3-(4-phenoxyphenyl)-1H-pyrazolo[3,4-d]pyrimidin-1-yl)-7-azaspiro[3.5]non-7-yl)azetidine-1-carboxylic acid tert-butyl ester